(S)-2-amino-3-(4-((4-(cyclopropylamino)-5-(trifluoromethyl)pyrimidin-2-yl)amino)-3-methoxyphenyl)propanoic acid tert-butyl ester C(C)(C)(C)OC([C@H](CC1=CC(=C(C=C1)NC1=NC=C(C(=N1)NC1CC1)C(F)(F)F)OC)N)=O